ClC1=CC(=C(C=C1C)S(=O)(=O)Cl)C 4-chloro-2,5-dimethyl-benzenesulfonyl chloride